(2R)-N-[4-(3-chlorophenoxy)-3-sulfamoylphenyl]-2-phenylpropionamide ClC=1C=C(OC2=C(C=C(C=C2)NC([C@H](C)C2=CC=CC=C2)=O)S(N)(=O)=O)C=CC1